OCC1CN(CCC1C)C(=O)OC(C)(C)C tert-butyl 3-(hydroxymethyl)-4-methylpiperidine-1-carboxylate